1-(3-(3-(1H-pyrazol-1-yl)quinoxaline-6-carbonyl)-2,4-difluorophenyl)-3-(3-chloro-4-fluorophenyl)urea N1(N=CC=C1)C=1C=NC2=CC=C(C=C2N1)C(=O)C=1C(=C(C=CC1F)NC(=O)NC1=CC(=C(C=C1)F)Cl)F